ClC1=C(C(=O)N2CC(C2)C(=O)O)C=CC(=C1OCC1=CC=C(C=C1)OC)OCC1=CC=C(C=C1)OC 1-(2-chloro-3,4-bis((4-methoxybenzyl)oxy)benzoyl)azetidine-3-carboxylic acid